NC1=C(C=C(C(=O)OC)C=C1)C=1N(N=CC1N)CC1=CC=C(C=C1)OC methyl 4-amino-3-[4-amino-2-[(4-methoxyphenyl)methyl]pyrazol-3-yl]benzoate